3-(6-Acetamido-3-pyridinyl)-N-(4-chlorophenyl)-N-methyl-imidazo[1,2-a]pyridine-6-carboxamide C(C)(=O)NC1=CC=C(C=N1)C1=CN=C2N1C=C(C=C2)C(=O)N(C)C2=CC=C(C=C2)Cl